C(C)NC(CCCC)=O N-ethyl-valeramide